COCC1=NOC(=C1C1=CC=2C(=NC=C(C2)C(=O)NC=2C(=NC=C(C2)NC(CN2[C@H](CCC2)C)=O)C)N1)C 2-[3-(methoxymethyl)-5-methyl-isoxazol-4-yl]-N-[2-methyl-5-[[2-[(2S)-2-methylpyrrolidin-1-yl]acetyl]amino]-3-pyridyl]-1H-pyrrolo[2,3-b]pyridine-5-carboxamide